O1CCN(CC1)CC1=CC=C(OC=2C=3C4=C(C(N(C4=CC2)C(=O)OC(C)(C)C)=O)C=CC3)C=C1 tert-Butyl 6-(4-(Morpholinomethyl)phenoxy)-2-oxobenzo[cd]indole-1(2H)-carboxylate